NC1=NC2=C(N1CCCCCOC1=C(C=CC=C1)C=1C=C(C(=O)O)C=C(N1)NC(=O)OC(C)(C)C)C=CC=C2 2-(((5-(2-amino-1H-benzo[d]imidazol-1-yl)pentyl)oxy)phenyl)-6-((tert-Butoxycarbonyl)amino)isonicotinic acid